CN(C)CCBr N,N-dimethyl-bromoethylamine